(±)-trans-N-(8-amino-6-(4-methyl-2-(piperidin-1-yl)pyridin-3-yl)isoquinolin-3-yl)-2-(1-methyl-1H-pyrazol-4-yl)cyclopropanecarboxamide NC=1C=C(C=C2C=C(N=CC12)NC(=O)[C@H]1[C@@H](C1)C=1C=NN(C1)C)C=1C(=NC=CC1C)N1CCCCC1 |r|